C(C)(=O)C1=CC=C(C=C1)C1=CC=C(C=C1)C1=CC=C(C=C1)C(C)=O 1,4-bis(4-acetylphenyl)benzene